N-(2-((4-tert-butylphenyl)amino)-1-(4-methoxyphenyl)-2-oxoethyl)tetrahydrothiophene-3-carboxamide 1,1-dioxide C(C)(C)(C)C1=CC=C(C=C1)NC(C(C1=CC=C(C=C1)OC)NC(=O)C1CS(CC1)(=O)=O)=O